2-[2-Fluoro-4-(methylsulfonimidoyl)phenyl]-N-[(3S)-9-fluoro-2-oxo-5-phenyl-1,3-dihydro-1,4-benzodiazepin-3-yl]-6,7-dihydro-5H-pyrazolo[5,1-b][1,3]oxazine-3-carboxamide FC1=C(C=CC(=C1)S(=O)(=N)C)C1=NN2C(OCCC2)=C1C(=O)N[C@@H]1C(NC2=C(C(=N1)C1=CC=CC=C1)C=CC=C2F)=O